C(C1=CC=CC=C1)C1=C([SH+]C=CC=CC=C1)CC1=CC=C(C=C1)OC(=O)OC benzyl-(4-((methoxycarbonyl)oxy)phenyl)methylthioninium